(1S,2S)-2-(4-chloropyridin-2-yl)-N-(6-(((6-cyclopropyl-8-(2-oxo-3-azabicyclo[3.1.0]hexan-3-yl)imidazo[1,2-a]pyridin-2-yl)methyl)amino)pyrimidin-4-yl)cyclopropane-1-carboxamide ClC1=CC(=NC=C1)[C@@H]1[C@H](C1)C(=O)NC1=NC=NC(=C1)NCC=1N=C2N(C=C(C=C2N2C(C3CC3C2)=O)C2CC2)C1